ClC=1C=C(C=C(C1)Cl)C1=NC(=CC(=C1)CN1CCC(CC1)CC(=O)O)OC=1C=NC(=NC1)N1CCN(CC1)CCO 2-(1-((2-(3,5-dichloro-phenyl)-6-((2-(4-(2-hydroxyethyl)piperazin-1-yl)pyrimidin-5-yl)oxy)pyridin-4-yl)methyl)piperidin-4-yl)acetic acid